Cl.FC1(CNCC=2C=CC(=NC12)P(O)(O)=O)F (8,8-difluoro-5,6,7,8-tetrahydro-1,6-naphthyridin-2-yl)phosphonate hydrochloride